2-(2,3-dihydro-1-benzofuran-3-yl)-N-[4-(5,6,7,8-tetrahydroimidazo[1,5-a]pyridin-8-yl)phenyl]acetamide O1CC(C2=C1C=CC=C2)CC(=O)NC2=CC=C(C=C2)C2C=1N(CCC2)C=NC1